C(#N)C1=C(C=C(C=C1)C=1N=CC=2N(C1)N=CC2C(=O)NC=2C(=NC=C(C2)NC(CN2CCCCC2)=O)C)F 6-(4-cyano-3-fluorophenyl)-N-(2-methyl-5-(2-(piperidin-1-yl)acetamido)pyridin-3-yl)pyrazolo[1,5-a]pyrazine-3-carboxamide